The molecule is a tetrapeptide composed of L-asparagine, two L-leucine units, and L-serine joined in sequence by peptide linkages. It has a role as a metabolite. It derives from a L-asparagine, a L-leucine and a L-serine. CC(C)C[C@@H](C(=O)N[C@@H](CO)C(=O)O)NC(=O)[C@H](CC(C)C)NC(=O)[C@H](CC(=O)N)N